C1=CC=CC=2C3=CC=CC=C3C(C12)(C1=CC=C(C=C1)OCCO)C1=CC=C(C=C1)OCCO 2,2'-(((9H-fluorene-9,9-diyl)bis(4,1-phenylene))bis(oxy))bis(ethan-1-ol)